ClC1=C(C=CC=C1C1=CC2=C(OCCO2)C=C1)C1=CC=C(C(=N1)OC)CN1CC2(COC2)C1 6-[[6-[2-chloro-3-(2,3-dihydro-1,4-benzodioxin-6-yl)phenyl]-2-methoxy-3-pyridyl]methyl]-2-oxa-6-azaspiro[3.3]heptane